N,N-bis(3-methoxybenzyl)-3-(((3-methoxybenzyl)oxy)methyl)aniline COC=1C=C(CN(C2=CC(=CC=C2)COCC2=CC(=CC=C2)OC)CC2=CC(=CC=C2)OC)C=CC1